4-(((tert-butoxycarbonyl)amino)methyl)-2,6-difluoro-3-methylphenyl trifluoromethanesulfonate FC(S(=O)(=O)OC1=C(C(=C(C=C1F)CNC(=O)OC(C)(C)C)C)F)(F)F